5-((4-(methoxycarbonyl)bicyclo[2.2.1]heptan-1-yl)methyl)-1-methyl-4,5,6,7-tetrahydro-1H-imidazo[4,5-c]pyridine-2-carboxamide COC(=O)C12CCC(CC1)(C2)CN2CC1=C(CC2)N(C(=N1)C(=O)N)C